C1NC[C@@H]2[C@@H]1CN(C2)C(=O)OCC2=CC=CC=C2 benzyl (3aS,6aS)-2,3,3a,4,6,6a-hexahydro-1H-pyrrolo[3,4-c]pyrrole-5-carboxylate